7-[(3aS,4R,6R,6aR)-6-(4-Methoxyphenyl)-2,2-dimethyl-tetrahydro-3aH-cyclopenta[d][1,3]dioxol-4-yl]-2,4-dichloropyrrolo[2,3-d]pyrimidine COC1=CC=C(C=C1)[C@H]1C[C@H]([C@H]2[C@@H]1OC(O2)(C)C)N2C=CC1=C2N=C(N=C1Cl)Cl